(S)-2-chloro-3-fluoro-5-(((1-hydroxy-3-(octadecyloxy)propan-2-yl)oxy)methyl)benzonitrile ClC1=C(C#N)C=C(C=C1F)CO[C@@H](CO)COCCCCCCCCCCCCCCCCCC